NC1=NC=C(C2=C1C(=NN2C2CNCC2)C#CC2=CC1=C(N(C=N1)C1CC1)C=C2F)C 3-(4-amino-3-((1-cyclopropyl-6-fluoro-1H-benzo[d]imidazol-5-yl)ethynyl)-7-methyl-1H-pyrazolo[4,3-c]pyridin-1-yl)pyrrolidin